N1(N=CC=C1)CCN1C=C(C=2C1=NC(=CC2)C(=O)[O-])C2=CC(=C(C=C2)Cl)F.[Li+] lithium 1-(2-(1H-pyrazol-1-yl)ethyl)-3-(4-chloro-3-fluorophenyl)-1H-pyrrolo[2,3-b]pyridine-6-carboxylate